4-((1r,4r)-4-(4-amino-tert-butyl 3-bromo-1H-pyrazolo[3,4-d]pyrimidin-1-yl)cyclohexyl)piperazine-1-carboxylate NC1=C2C(=NC(=N1)C(C)(C)C)N(N=C2Br)C2CCC(CC2)N2CCN(CC2)C(=O)[O-]